3-(4-cyanobenzoyl)-5,7-dipropoxycoumarin C(#N)C1=CC=C(C(=O)C=2C(OC3=CC(=CC(=C3C2)OCCC)OCCC)=O)C=C1